4-(4,6-diphenyl-1,3,5-triazin-2-yl)-3,6-difluoro-[1,1'-biphenyl]-2-carbonitrile C1(=CC=CC=C1)C1=NC(=NC(=N1)C1=CC=CC=C1)C=1C(=C(C(=C(C1)F)C1=CC=CC=C1)C#N)F